(S)-6-((3-amino-5-(4-amino-2-oxa-8-azaspiro[4.5]decan-8-yl)pyrazin-2-yl)thio)-2H-benzo[b][1,4]oxazin-3(4H)-one NC=1C(=NC=C(N1)N1CCC2([C@@H](COC2)N)CC1)SC1=CC2=C(OCC(N2)=O)C=C1